S(C1=CC(=CC(=C1O)N1N=C2C(=N1)C=CC=C2)C(C)(CC(C)(C)C)C)C2=CC(=CC(=C2O)N2N=C1C(=N2)C=CC=C1)C(C)(CC(C)(C)C)C 6,6'-Thiobis(2-(2H-benzo[d][1,2,3]triazol-2-yl)-4-(2,4,4-trimethylpentan-2-yl)phenol)